Methyl-8-(4-(methylamino)piperidin-1-yl)-11-oxo-3-((trimethylsilyl)ethynyl)-6,11-dihydro-5H-Benzo[b]carbazole-9-carbonitrile CC1=C2C=3C(C4=C(CC3NC2=CC(=C1)C#C[Si](C)(C)C)C=C(C(=C4)C#N)N4CCC(CC4)NC)=O